5-((4-(dimethylamino)butanoyl)oxy)dodecanoic acid 5-dodecylheptadecyl ester C(CCCCCCCCCCC)C(CCCCOC(CCCC(CCCCCCC)OC(CCCN(C)C)=O)=O)CCCCCCCCCCCC